1-(Tert-Butoxycarbonyl)-2,3-dihydro-1H-indole-6-carboxylic acid C(C)(C)(C)OC(=O)N1CCC2=CC=C(C=C12)C(=O)O